3-Cyclopropyl-1-[4-(5-hydroxy-2-pyridyl)piperazin-1-yl]propan-1-one C1(CC1)CCC(=O)N1CCN(CC1)C1=NC=C(C=C1)O